6-(5-chloro-2-fluorophenyl)-3-[2-(methoxycarbonyl)morpholin-4-yl]pyridazine-4-carboxylic acid trifluoroacetic acid salt FC(C(=O)O)(F)F.ClC=1C=CC(=C(C1)C1=CC(=C(N=N1)N1CC(OCC1)C(=O)OC)C(=O)O)F